OCCC(CCCCC(=O)[O-])=O 8-hydroxy-6-oxo-octanoate